FC1=CC=C(C=C1)C1=NC(=CC(=C1)OC1C2CN(CC12)C(=O)[O-])C(=O)OC 6-((2-(4-fluorophenyl)-6-(methoxycarbonyl)pyridin-4-yl)oxy)-3-azabicyclo[3.1.0]hexane-3-carboxylate